rac-(1R,2R,3S,3aR,8bS)-2-(5-amino-1,3,4-oxadiazol-2-yl)-6-(2-(dimethylamino)ethoxy)-8-methoxy-3a-(4-methoxyphenyl)-3-phenyl-2,3,3a,8b-tetrahydro-1H-cyclopenta[b]benzofuran-1,8b-diol NC1=NN=C(O1)[C@H]1[C@H]([C@@]2([C@@](OC3=C2C(=CC(=C3)OCCN(C)C)OC)([C@@H]1C1=CC=CC=C1)C1=CC=C(C=C1)OC)O)O |r|